3,5-Dibromo-3'-iodo-1,1'-biphenyl BrC=1C=C(C=C(C1)Br)C1=CC(=CC=C1)I